N-(5-(2-chlorobenzyl)thiazol-2-yl)-1-methyl-6-oxo-1,4,5,6-tetrahydropyridazine-3-carboxamide ClC1=C(CC2=CN=C(S2)NC(=O)C2=NN(C(CC2)=O)C)C=CC=C1